benzenedimethanamine CC1=CC=C(C=C1)C(N)N